(1R)-1-[3-[2-(trifluoromethyl)-4-pyridinyl]Isoxazol-5-yl]Ethylamine FC(C1=NC=CC(=C1)C1=NOC(=C1)[C@@H](C)N)(F)F